6-fluoro-N-methyl-5-[(3R)-pyrrolidin-3-yloxy]pyridine-2-carboxamide hydrochloride Cl.FC1=C(C=CC(=N1)C(=O)NC)O[C@H]1CNCC1